4-bromobenzo[d]oxazol BrC1=CC=CC2=C1N=CO2